C(C)(C)(C)OC(=O)N1CC2=CC=C(C=C2CC1)C=1CCN(CC1)OC.OC1=C(C=CC(=C1)N(C)C)C1(OC(=O)C2=CC=CC=C12)C1=C(C=CC(=C1)[N+](=O)[O-])OC 3-(2'-hydroxy-4-dimethylaminophenyl)-3-(2'-methoxy-5'-nitrophenyl)phthalide tert-butyl-6-(1-methoxy-3,6-dihydro-2H-pyridin-4-yl)-3,4-dihydro-1H-isoquinoline-2-carboxylate